(rac)-3-(4-chloro-3,5-difluorophenyl)-2-fluoro-N-(4-methyl-3-(pyridin-4-yl)-1H-pyrazol-5-yl)propanamide ClC1=C(C=C(C=C1F)C[C@H](C(=O)NC1=C(C(=NN1)C1=CC=NC=C1)C)F)F |r|